O1C2=C(OCC1)C=CC=C2 dihydrobenzo[b][1,4]dioxine